F[C@@H]1CN(CC[C@H]1N1N=CC(=C1)C1(NC=C(C(=N1)NC)C(F)(F)F)N)C1CCOCC1 2-(1-((trans)-3-fluoro-1-(tetrahydro-2H-pyran-4-yl)piperidin-4-yl)-1H-pyrazol-4-yl)-N4-methyl-5-(trifluoromethyl)pyrimidine-2,4-diamine